CC1=NOC(=C1C=1C=C(C=CC1OC[C@@H]1NCCCC1)NC(=O)C=1C(=NSC1)C)C (R)-N-(3-(3,5-dimethylisoxazol-4-yl)-4-(piperidin-2-ylmethoxy)phenyl)-3-methylisothiazole-4-carboxamide